[4-chloro-2-[3-[(2,2-difluoro-1,3-benzodioxol-5-yl)-methyl-carbamoyl]phenyl]-5-(trifluoromethyl)pyrazol-3-yl]methoxylpyrazine-2-carboxylic acid ClC1=C(N(N=C1C(F)(F)F)C1=CC(=CC=C1)C(N(C)C1=CC2=C(OC(O2)(F)F)C=C1)=O)COC=1C(=NC=CN1)C(=O)O